COC1=CC=C(C=C1)OP(OC1=CC=C(C=C1)OC)(O)=O di(4-methoxyphenyl)phosphoric acid